C(CCCCCCCCCCCCCCCCC)N1CCOCC1 4-Octadecylmorpholine